OC[C@]1(CN(CCC1)CCCCCCC(=O)OC)C |r| Methyl (R and S)-7-(3-(hydroxymethyl)-3-methylpiperidin-1-yl)heptanoate